CCCCCCCCCCCCCCCCCCCCC(=O)O[C@H](CO/C=C\CCCCCCCCCCCCCC)COP(=O)([O-])OCC[N+](C)(C)C 1-(1Z-hexadecenyl)-2-heneicosanoyl-glycero-3-phosphocholine